4-(4-morpholinyl)phenylboronic acid N1(CCOCC1)C1=CC=C(C=C1)B(O)O